1,2,5,6,9,10-Hexabromocyclododecane BrC1C(CCC(C(CCC(C(CC1)Br)Br)Br)Br)Br